C(C)(C)(C)OC(=O)N1CC2(CC2)[C@@H](CC1)C(=O)O |r| racemic-5-tert-butoxycarbonyl-5-azaspiro[2.5]octane-8-carboxylic acid